N-(1-(5-bromopyridin-2-yl)-4-methylpiperidin-4-yl)-5-fluoro-2-methylbenzamide BrC=1C=CC(=NC1)N1CCC(CC1)(C)NC(C1=C(C=CC(=C1)F)C)=O